N-(4-bromo-5-fluoro-2-hydroxyphenyl)-6-chloropyrazolo[1,5-a]pyridine-3-sulfonamide BrC1=CC(=C(C=C1F)NS(=O)(=O)C=1C=NN2C1C=CC(=C2)Cl)O